O1C(=CC=C1)C1=C(C=2C(=NC=CC2)N1)CN(CC(COC1=CC=C(C=C1)OC)O)C 1-[[2-(furan-2-yl)-pyrrolo[2,3-b]pyridin-3-yl]methyl-methylamino]-3-(4-methoxyphenoxy)propan-2-ol